6-(4-methyl-1H-imidazol-1-yl)-4-(trifluoromethyl)nicotinaldehyde CC=1N=CN(C1)C1=NC=C(C=O)C(=C1)C(F)(F)F